FC1=C(NC2=C(C=3C(C4=CC=CC=C4C(C3C(=C2F)F)=O)=O)F)C(=CC=C1)F 2-(2,6-difluoroanilino)-1,3,4-trifluoroanthraquinone